3-methoxy-6-methyl-4-(2-methyl-2H-1,2,3-triazol-4-yl)pyridin COC=1C=NC(=CC1C1=NN(N=C1)C)C